S1C=C(C=C1)C(C)=O 1-(thien-3-yl)ethane-1-one